S1C(=NC2=C1C=CC=C2)NC2=C(C1=C(N=N2)N(CCC1)C=1SC(=C(N1)C(=O)O)CCCOC1=C(C=C(C=C1)C#CCNCC#C)F)C 2-[3-(1,3-Benzothiazol-2-ylamino)-4-methyl-6,7-dihydro-5H-pyrido[2,3-c]pyridazin-8-yl]-5-[3-[2-fluoro-4-[3-(prop-2-ynylamino)prop-1-ynyl]phenoxy]propyl]thiazole-4-carboxylic acid